methyl (1r,2'S,4S)-4-[(3-chlorophenyl)(trifluoroacetyl)amino]-2'-[(2R)-3-hydroxy-2-methylpropyl]-6'-(2-methoxypropan-2-yl)-2',3'-dihydrospiro[cyclohexane-1,1'-indene]-4-carboxylate ClC=1C=C(C=CC1)N(C1(CCC2([C@H](CC3=CC=C(C=C23)C(C)(C)OC)C[C@H](CO)C)CC1)C(=O)OC)C(C(F)(F)F)=O